FC1=C(OC2=CC(=NC=C2)C(=O)O)C=CC(=C1)F 4-(2,4-difluorophenoxy)picolinic acid